N-(5-Chloro-6-(1H-imidazol-1-yl)pyridin-3-yl)-1-(isochinolin-4-yl)-5-(trifluoromethyl)-1H-pyrazol-4-carboxamid ClC=1C=C(C=NC1N1C=NC=C1)NC(=O)C=1C=NN(C1C(F)(F)F)C1=CN=CC2=CC=CC=C12